ClC=1C(=NC(=NC1)NC1=CC(=CC(=C1)CN1CC(NCC1)C)C1CC1)C1=CNC2=CC=CC=C12 5-chloro-N-(3-cyclopropyl-5-((3-methylpiperazin-1-yl)methyl)phenyl)-4-(1H-indol-3-yl)pyriMidin-2-amine